1-(methylcyclohexyl)methanol CC1(CCCCC1)CO